4-fluoro-1-methyl-2-(4-(methylsulfonyl)phenyl)-6-(1-(1-(oxetan-3-yl)azepan-4-yl)piperidin-4-yl)-1H-benzo[d]imidazole FC1=CC(=CC=2N(C(=NC21)C2=CC=C(C=C2)S(=O)(=O)C)C)C2CCN(CC2)C2CCN(CCC2)C2COC2